N-(4-bromopyridin-2-yl)-3-(4-methylpiperazin-1-yl)propionamide 2,5-dichloro-3-(N-(2,4-difluoro-3-(2-pivalamidoquinazolin-6-yl)phenyl)sulfamoyl)benzyl-acetate ClC1=C(CCC(=O)O)C=C(C=C1S(NC1=C(C(=C(C=C1)F)C=1C=C2C=NC(=NC2=CC1)NC(C(C)(C)C)=O)F)(=O)=O)Cl.BrC1=CC(=NC=C1)NC(CCN1CCN(CC1)C)=O